C(C)(CC)NO N-(sec-butyl)hydroxylamine